tetradecane-2,5-diol CC(CCC(CCCCCCCCC)O)O